C1(N=CC=C2N=C3C=CC=CC3=C21)=O pyrido[4,3-b]indol-1-one